(4-(4-nitro-1H-imidazol-1-yl)phenyl)methanol [N+](=O)([O-])C=1N=CN(C1)C1=CC=C(C=C1)CO